2-ethylsulfanyl-6-fluoro-8-[1-(4-hydroxybutoxy)vinyl]-3-methyl-chromen-4-one C(C)SC=1OC2=C(C=C(C=C2C(C1C)=O)F)C(=C)OCCCCO